C(=C)C1=NOCC1 vinyl-4H-1,2-oxazol